[N+](=[N-])=CC(CC[C@@H](C(=O)OC(C)C)NC([C@H]([C@@H](CC)C)OC)=O)=O isopropyl (S)-6-diazo-2-((2S,3R)-2-methoxy-3-methylpentanamido)-5-oxohexanoate